N-[2-[1-[2-[4-[4-[(2,6-dioxo-3-piperidyl)oxy]phenyl]-1-piperidyl]ethyl]-4-piperidyl]-7-isopropoxy-imidazo[1,2-a]pyridin-6-yl]-6-(trifluoromethyl)pyridine-2-carboxamide O=C1NC(CCC1OC1=CC=C(C=C1)C1CCN(CC1)CCN1CCC(CC1)C=1N=C2N(C=C(C(=C2)OC(C)C)NC(=O)C2=NC(=CC=C2)C(F)(F)F)C1)=O